2,3-dichlorothiophene ClC=1SC=CC1Cl